ClC=1C=C(C=CC1)[C@H]1OCCN(C1)C[C@@H](COC1=CC=C(C=C1)N(S(=O)(=O)C)C)O |o1:7| N-(4-((S)-3-((R) or (S)-2-(3-chlorophenyl)morpholino)-2-hydroxypropoxy)phenyl)-N-methylmethanesulfonamide